ClC=1C=CC=C2C3(C(N(C12)C1=CC=C(C=C1)C[C@@H](C(=O)O)NC(C1=C(C=C(C=C1Cl)N1CCC(CC1)N1CCOCC1)Cl)=O)=O)CC3 (S)-3-(4-(7'-chloro-2'-oxospiro[cyclopropane-1,3'-indoline]-1'-yl)phenyl)-2-(2,6-dichloro-4-(4-morpholinylpiperidin-1-yl)benzoylamino)propionic acid